4-[bis(4-methoxyphenyl)-phenyl-methoxy]butan-1-ol COC1=CC=C(C=C1)C(OCCCCO)(C1=CC=CC=C1)C1=CC=C(C=C1)OC